CC(C(=O)C1=CC=C(C=C1)CCCCCCCCCCCC)(C)O[Si](C)(C)C 2-methyl-2-trimethylsiloxy-1-(4-dodecylphenyl)-1-propanone